1,2-Cyclopentandion C1(C(CCC1)=O)=O